FC1=C(C(=C(C=C1C1=NN(C2=NC(=NC=C21)N2[C@@H](CN(CC2)S(=O)(=O)C)C)C)C(F)(F)F)F)O (R)-2,6-Difluoro-3-(1-methyl-6-(2-methyl-4-(methylsulfonyl)piperazin-1-yl)-1H-pyrazolo[3,4-d]pyrimidin-3-yl)-5-(trifluoromethyl)phenol